5H-dipyrrolo[1,2-c:2',1'-f][1,3,2]diazaborinin-4-ium C1=CC=[N+]2BN3C(C=C21)=CC=C3